2-(4-(5-chloro-2-(1H-1,2,3-triazol-1-yl)phenyl)-2,5-dioxopiperazin-1-yl)-3-phenyl-N-(quinoxalin-6-yl)propanamide ClC=1C=CC(=C(C1)N1CC(N(CC1=O)C(C(=O)NC=1C=C2N=CC=NC2=CC1)CC1=CC=CC=C1)=O)N1N=NC=C1